7-Chloro-N-(2-((1S,3S,5S)-3-cyano-2-azabicyclo[3.1.0]hexan-2-yl)-2-oxoethyl)quinoline-4-carboxamide ClC1=CC=C2C(=CC=NC2=C1)C(=O)NCC(=O)N1[C@H]2C[C@H]2C[C@H]1C#N